3'-O-(tert-Butyloxycarbonyl)-2',2'-difluoro-2'-deoxycytidine C(C)(C)(C)OC(=O)O[C@H]1C([C@@H](O[C@@H]1CO)N1C(=O)N=C(N)C=C1)(F)F